C(CCC)OC(=O)N1CCC(CC1)N1C(C=C(C=C1)Br)=O.C(=CC)N1CCC(CC1)C1=CNC=2N=CN=C(C21)C2=CC=C(CNC(C1=CC=C(C=C1)C(C)(C)C)=O)C=C2 N-(4-(5-(1-propenylpiperidin-4-yl)-7H-pyrrolo[2,3-d]pyrimidin-4-yl)benzyl)-4-(tert-butyl)benzamide butyl-4-(4-bromo-2-oxo-1-pyridyl)piperidine-1-carboxylate